N,N-dimethyl-5-nitro-6-[3-(trifluoromethyl)phenoxy]pyrimidin-4-amine CN(C1=NC=NC(=C1[N+](=O)[O-])OC1=CC(=CC=C1)C(F)(F)F)C